1-(3-fluorophenyl)-3,3-dimethyl-N-(4-methyl-1,1-dioxidotetrahydro-2H-thiopyran-4-yl)-2-oxoindoline-5-carboxamide FC=1C=C(C=CC1)N1C(C(C2=CC(=CC=C12)C(=O)NC1(CCS(CC1)(=O)=O)C)(C)C)=O